COC1=CC=C(C=C1)NC1=CC=C(C=C1)OC bis[4-methoxyphenyl]amine